N12CC3CCC3CCCCCCS(NC(C3=CC=C(OCC4(C1)CCCC1=CC=CC=C14)C2=C3)=O)(=O)=O 3,4-dihydro-2H,15'H-spiro[naphthalene-1,22'-[20]oxa[13]thia[1,14]di-azatetracyclo[14.7.2.0~3,6~.0~19,24~]pentacosa[16,18,24]trien]-15'-one 13',13'-dioxide